C(C(C)(C)C)(=O)O[O-].[K+] potassium peroxypivalate